1-(propa-1,2-dien-1-yl)cyclohexan-1-ol C(=C=C)C1(CCCCC1)O